BrC1=CC=C(C(=N1)NC(=O)[C@H]1N(C[C@@H](C1)F)C(=O)OC(C)(C)C)COC tert-Butyl (2S,4R)-2-((6-bromo-3-(methoxymethyl)pyridin-2-yl)carbamoyl)-4-fluoropyrrolidine-1-carboxylate